3-(4-(3-(2-bromoethoxy)prop-1-yn-1-yl)-1-oxoisoindolin-2-yl)-1-((2-(trimethylsilyl)ethoxy)methyl)piperidine-2,6-dione BrCCOCC#CC1=C2CN(C(C2=CC=C1)=O)C1C(N(C(CC1)=O)COCC[Si](C)(C)C)=O